(S)-1-(3,4-difluorophenyl)-6-(5-(1,4-dimethyl-1H-pyrazol-5-yl)-1-(cis-4-hydroxy-4-methylcyclohexyl)-1H-benzo[d]imidazol-2-yl)piperidin-2-one FC=1C=C(C=CC1F)N1C(CCC[C@H]1C1=NC2=C(N1C1CCC(CC1)(C)O)C=CC(=C2)C2=C(C=NN2C)C)=O